ClC1=CC=C(C=C1)C(N1C[C@@H](N(C[C@H]1C)C=1C=2N=CN(C2N2C(N1)=NN=C2)C[C@H]2OCCC2)C)[C@@H]2C(C2)(F)F 4-((2S,5R)-4-((4-Chlorophenyl)((R)-2,2-difluorocyclopropyl)methyl)-2,5-dimethylpiperazin-1-yl)-1-(((S)-tetrahydrofuran-2-yl)methyl)-1H-[1,2,4]triazolo[3,4-b]purine